OCC1CC(C1)CC(=O)N 2-(3-(hydroxymethyl)cyclobutyl)acetamide